COC(=O)C=1C(=CC2=C(OC=3C(=NC=CC3)O2)C1)[N+](=O)[O-] 8-Nitro-benzo[5,6][1,4]dioxino[2,3-b]pyridine-7-carboxylic acid methyl ester